FC=1C=C(C=CC1B1OC(C(O1)(C)C)(C)C)NC(=O)C=1C(N(C=CC1)C1=CC=CC=C1)=O N-[3-fluoro-4-(4,4,5,5-tetramethyl-1,3,2-dioxaborolan-2-yl)phenyl]-2-oxo-1-phenyl-1,2-dihydropyridine-3-carboxamide